propan-2-ylnaphthalene CC(C)C1=CC=CC2=CC=CC=C12